N-(6-chloro-1-(3-(3-hydroxyphenyl)prop-2-yn-1-yl)-3-methyl-2,4-dioxo-1,2,3,4-tetrahydropyrimidin-5-yl)acrylamide ClC1=C(C(N(C(N1CC#CC1=CC(=CC=C1)O)=O)C)=O)NC(C=C)=O